2-(trans-4-aminocyclohexyl)-N4-(2-(isopropylsulfonyl)phenyl)-5-phenylpyrimidine-2,4-diamine N[C@@H]1CC[C@H](CC1)C1(NC=C(C(=N1)NC1=C(C=CC=C1)S(=O)(=O)C(C)C)C1=CC=CC=C1)N